5'-methyl-N-(3-(pyridin-2-yl)-1-(tetrahydro-2H-pyran-4-yl)-1H-pyrazol-4-yl)-[2,3'-bipyridine]-6-carboxamide CC=1C=C(C=NC1)C1=NC(=CC=C1)C(=O)NC=1C(=NN(C1)C1CCOCC1)C1=NC=CC=C1